C(C)(C)(C)OC(NC1CC(NCC1)=O)=O.Cl[Si](C=C)(C)C1=CC=C(C=C1)F chloro(4-fluorophenyl)(methyl)(vinyl)silane tert-butyl-N-(2-oxo-4-piperidyl)carbamate